N2-((benzyloxy)carbonyl)-N6-((tert-butoxycarbonyl)glycyl)-L-lysinate C(C1=CC=CC=C1)OC(=O)N[C@@H](CCCCNC(CNC(=O)OC(C)(C)C)=O)C(=O)[O-]